ClC1=CCCC2=CC(=CC=C12)O 1-chloro-6-hydroxy-3,4-dihydro-naphthalene